N(N)C1=CC=C(C=N1)C=1SC(=CN1)C1=CC=CC=C1 2-(6-hydrazineylpyridin-3-yl)-5-phenylthiazole